FC=1C(=CC(=C(C1)N1C(C=CC2=CC(=CC=C12)S(=O)(=O)N(C1=NC=CC=N1)CC1=CC=C(C=C1)OC)=O)OC)C12CC(C1)(C2)C(F)(F)F (P)-1-(5-FLUORO-2-METHOXY-4-(3-(TRIFLUOROMETHYL)BICYCLO[1.1.1]PENTAN-1-YL)PHENYL)-N-(4-METHOXYBENZYL)-2-OXO-N-(PYRIMIDIN-2-YL)-1,2-DIHYDROQUINOLINE-6-SULFONAMIDE